1-[4-(difluoromethoxy)phenyl]-5-isopropyl-3-methyl-pyrazole-4-carboxylic acid FC(OC1=CC=C(C=C1)N1N=C(C(=C1C(C)C)C(=O)O)C)F